C(C)OC1=C(C(=O)NC(C)C=2C=C(C(=O)O)C=CC2)C=C(C=C1)NC(C(C)C)=O 3-(1-(2-ethoxy-5-isobutyrylaminobenzamido)ethyl)benzoic acid